C1(CCCCCCCCCCC1)OC(=O)[C@@H]1C(=C([C@H]1C1=CC=CC=C1)C1=CC=CC=C1)C1SCCCS1 trans-cyclododecyl-2-(1,3-dithian-2-yl)-3,4-diphenylcyclobut-2-ene-1-carboxylate